FC=1C=C(OCC2=CC=C(C(=O)N(C)C)C=C2)C=C(C1CN1CC2=CC=CC=C2C1)F 4-((3,5-Difluoro-4-(isoindolin-2-ylmethyl)phenoxy)methyl)-N,N-dimethylbenzamide